C(C\C=C/CC)OC(C1=CC=CC=C1)=O benzoic acid (Z)-3-hexen-1-yl ester